(S)-2-phenylbutan-2-ol C1(=CC=CC=C1)[C@](C)(CC)O